C(C(C)C)C=1C=CC(=C(C1)N1CCN(CC1)CC=1N=C2N(C(C1)=O)C(=CS2)C)C=2N=NNN2 7-[[4-[5-isobutyl-2-(2H-tetrazol-5-yl)phenyl]piperazin-1-yl]methyl]-3-methyl-thiazolo[3,2-a]pyrimidin-5-one